NCCCC(=O)NC1=CC=C(C=C1)CCC#N 3-[p-(4-aminobutyrylamino)phenyl]propionitrile